bromo-4-(difluoromethoxy)-2-fluorobenzene BrC1=C(C=C(C=C1)OC(F)F)F